3-(4-(9-(4-((3R,5R)-5-((5-bromo-1-methyl-6-oxo-1,6-dihydropyridazin-4-yl)amino)-1-cyclopropylpiperidin-3-yl)benzoyl)-3,9-diazaspiro[5.5]undecan-3-yl)phenyl)piperidine-2,6-dione BrC1=C(C=NN(C1=O)C)N[C@@H]1C[C@@H](CN(C1)C1CC1)C1=CC=C(C(=O)N2CCC3(CCN(CC3)C3=CC=C(C=C3)C3C(NC(CC3)=O)=O)CC2)C=C1